lysine-amphetamineamide salt NC(C(=O)N)CC1=CC=CC=C1.N[C@@H](CCCCN)C(=O)O